COC1CCC(CC1)NCC=CC(=O)[O-] 4-(((1r,4r)-4-methoxycyclohexyl)amino)but-2-enoate